C(C)(=O)O.C1CC(CC1)C(C(C)=NO)=O (3-cyclopentyl)-propane-1,2-dione-2-oxime acetate